N-(5-((3,4-Difluorophenyl)thio)-2-methoxyphenyl)-1-methyl-5-oxopyrrolidine-2-carboxamide FC=1C=C(C=CC1F)SC=1C=CC(=C(C1)NC(=O)C1N(C(CC1)=O)C)OC